S1C(=CC=C1)[C@@]12OC[C@@H](N(C1)C(=O)OC(C)(C)C)C2 tert-butyl (1S,4S)-1-(thiophen-2-yl)-2-oxa-5-azabicyclo[2.2.1]heptane-5-carboxylate